S1C(=NC=C1)NC(=O)N1CC2=C(CC1)C=C(S2)C2=NOC(=N2)C(F)(F)F N-(thiazol-2-yl)-2-(5-(trifluoromethyl)-1,2,4-oxadiazol-3-yl)-4,7-dihydrothieno[2,3-c]pyridine-6(5H)-carboxamide